dimethyl-cyclopentylphosphine CP(C1CCCC1)C